((2,4-difluorobenzyl)oxy)aniline FC1=C(CONC2=CC=CC=C2)C=CC(=C1)F